1-(4-fluorophenyl)ethane-1-ol FC1=CC=C(C=C1)C(C)O